COC(C1=CC(=CC=C1)CCN1C(C=CC(=C1)C=O)=O)=O 3-(2-(5-formyl-2-oxopyridine-1(2H)yl)ethyl)benzoic acid methyl ester